(S)-5-(3-chloro-5-fluoro-4-methylphenyl)-2-(3-fluorobicyclo[1.1.1]pentan-1-yl)-2,5,6,7-tetrahydro-3H-pyrrolo[2,1-c][1,2,4]triazol-3-one ClC=1C=C(C=C(C1C)F)[C@@H]1CCC2=NN(C(N21)=O)C21CC(C2)(C1)F